BrC1OC2=CC=CC=C2C=C1 bromochromene